(1r,3R,5'S,7a'R)-3-((4-(2H-tetrazol-5-yl)pyridin-2-yl)oxy)-5'-(3,5-difluorophenyl)tetrahydro-3'H-spiro[cyclobutane-1,2'-pyrrolo[2,1-b]oxazol]-3'-one N=1NN=NC1C1=CC(=NC=C1)OC1CC2(C(N3[C@H](O2)CC[C@H]3C3=CC(=CC(=C3)F)F)=O)C1